[N+](=O)([O-])C(CN)CC 3-nitroazapentane